5-(dibenzylamino)-2-methoxybenzoic acid C(C1=CC=CC=C1)N(C=1C=CC(=C(C(=O)O)C1)OC)CC1=CC=CC=C1